COCC[C@@H]1COC2=CC=CC=C2[C@H]1NC=1C2=C(N=CN1)NC(=C2)C(F)(F)F N-[trans-3-(2-methoxyethyl)chroman-4-yl]-6-(trifluoromethyl)-7H-pyrrolo[2,3-d]pyrimidin-4-amine